(S)-6-(cyclopropanecarboxamido)-4-((4-methoxy-3-(2,2,2-trifluoro-1-hydroxyethyl)pyrazolo[1,5-a]pyridin-5-yl)amino)-N-methylnicotinamide C1(CC1)C(=O)NC1=NC=C(C(=O)NC)C(=C1)NC1=C(C=2N(C=C1)N=CC2[C@@H](C(F)(F)F)O)OC